ClC=1C=CC=2N(C1)N=C(N2)C2=CC=C(C=C2)C 6-chloro-2-(p-tolyl)-[1,2,4]triazolo[1,5-a]pyridine